2-fluorophenoxypropionitrile FC1=C(OC(C#N)C)C=CC=C1